C(C)OC(=O)N1CC=2C(=NC(=C(C2C1)C)C)NCC(OC)OC 4-(2,2-Dimethoxy-ethylamino)-6,7-dimethyl-1,3-dihydro-pyrrolo[3,4-c]pyridine-2-carboxylic acid ethyl ester